C[C@H]1CCC2=CC=3CCCC3C(=C12)NC(=O)N=S(=O)(N)C=1C=NN2C1OCCC2 N'-(((S)-3-methyl-1,2,3,5,6,7-hexahydro-s-indacen-4-yl)carbamoyl)-6,7-dihydro-5H-pyrazolo[5,1-b][1,3]oxazine-3-sulfonimidamide